COC=1C=CC2=C3[C@@]4(CCN(C2)C)[C@@H](OC13)C[C@H](C=C4)C4=CC=CC=C4C(=O)[O-] (4aS,6R,8aS)-4a,5,9,10,11,12-hexahydro-3-methoxy-11-methyl-6H-benzofuro[3a,3,2-ef][2]benzazepin-6-benzoate